1-(p-tolyl)-1H-benzo[d]imidazol-2(3H)-one C1(=CC=C(C=C1)N1C(NC2=C1C=CC=C2)=O)C